di(4-n-hexylphenyl) carbonate C(OC1=CC=C(C=C1)CCCCCC)(OC1=CC=C(C=C1)CCCCCC)=O